methyl-(R)-2-(1-(2-ethyl-6-(5-(((4-(iodomethyl)pyrimidin-2-yl)oxy)methyl)-1-methyl-1H-1,2,3-triazol-4-yl)pyridin-3-yl)piperidin-3-yl)acetate COC(C[C@@H]1CN(CCC1)C=1C(=NC(=CC1)C=1N=NN(C1COC1=NC=CC(=N1)CI)C)CC)=O